O1C(=NC=C1)C1=CC=C(C=C1)CN (4-(oxazol-2-yl)phenyl)methanamine